C(CCCC)C1=CC=C(C(=O)C2=C(C(=O)O)C=CC=C2)C=C1 2-(4'-amylbenzoyl)benzoic acid